(3R)-3-amino-5-[(4-chlorophenyl)methyl]-8-fluoro-7-[5-(2-oxa-7-azaspiro[3.5]nonan-7-yl)-1,3,4-oxadiazol-2-yl]-1,1-dioxo-2,3-dihydro-1λ6,5-benzothiazepin-4-one N[C@H]1CS(C2=C(N(C1=O)CC1=CC=C(C=C1)Cl)C=C(C(=C2)F)C=2OC(=NN2)N2CCC1(COC1)CC2)(=O)=O